N-methyl-N-(2-(phenylethynyl)phenyl)methanesulfonamide CN(S(=O)(=O)C)C1=C(C=CC=C1)C#CC1=CC=CC=C1